tert-butyl ((5-cyano-1-(4-(trifluoromethyl)phenyl)-1,2,3,4-tetrahydroquinolin-3-yl)methyl)carbamate C(#N)C1=C2CC(CN(C2=CC=C1)C1=CC=C(C=C1)C(F)(F)F)CNC(OC(C)(C)C)=O